CC1=CCC(CC1)(O)C(C)C 4-methyl-(1-methylethyl)-3-cyclohexen-1-ol